tert-butyl 3-(7-bromo-2-chloro-6,8-difluoro-5-methoxyquinazolin-4-yl)-3,8-diazabicyclo[3.2.1]octane-8-carboxylate BrC1=C(C(=C2C(=NC(=NC2=C1F)Cl)N1CC2CCC(C1)N2C(=O)OC(C)(C)C)OC)F